1-[(cyano-1-methyl-ethyl)azo]formamide Ethyl-5-[6-(ethylamino)-2-fluoropyridin-3-yl]-1-(oxan-4-yl)pyrazole-4-carboxylate C(C)OC(=O)C=1C=NN(C1C=1C(=NC(=CC1)NCC)F)C1CCOCC1.C(#N)C(C)(C)N=NC(=O)N